NC1=C2N=CN(C2=NC=N1)CC(CCOCP(OCC)(OCC)=O)OC(CCCCC)=O Diethyl {[4-(6-amino-9H-purin-9-yl)-3-hexanoyloxybutoxy]methyl}phosphonate